FC(C1(CCC1)C1=NOC(=C1)NC(OC1=CC=CC=C1)=O)(F)F phenyl (3-(1-(trifluoromethyl)cyclobutyl)isoxazol-5-yl)carbamate